[N+](=[N-])=CC(CC[C@@H](C(=O)OC(C)(C)C)NC([C@H](CC1=CN(C2=CC=CC=C12)C)NC(CNC(=O)C12CCN(CC1)CC2)=O)=O)=O tert-Butyl (S)-6-diazo-2-((S)-3-(1-methyl-1H-indol-3-yl)-2-(2-(quinuclidine-4-carboxamido)acetamido)propanamido)-5-oxohexanoate